n-ethylimidazo[1,2-a]pyridine-7-carboxamide C(C)NC(=O)C1=CC=2N(C=C1)C=CN2